C(C=C)(=O)N1[C@H](CN(CC1)C1=NC(=NC=2C[C@@H](CCC12)N1CCCC2=CC=C(C=C12)F)N1CC2(CCN2C)C1)CC#N 2-((S)-1-acryloyl-4-((R)-7-(7-fluoro-3,4-dihydroquinolin-1(2H)-yl)-2-(1-methyl-1,6-diazaspiro[3.3]heptan-6-yl)-5,6,7,8-tetrahydroquinazolin-4-yl)piperazin-2-yl)acetonitrile